O=C(C=C(C)N[C@@H](CSC(C)CC(C1C(C=CCC1(C)C)C)=O)C(=O)OCC)C1C(C=CCC1(C)C)C Ethyl N-(4-oxo-4-(2,6,6-trimethylcyclohex-3-en-1-yl)but-2-en-2-yl)-S-(4-oxo-4-(2,6,6-trimethylcyclohex-3-en-1-yl)butan-2-yl)cysteinate